C1(=CC=CC=C1)C(C)C1=C2C(=NC(=NC2=CC=C1)N)N1CCCC1 (1-phenylethyl)-4-(pyrrolidin-1-yl)quinazolin-2-amine